FC1=C(C=C(C=C1)C=1C=C2C(=NC1)N(C(N2CC=2C=NC=NC2)=O)C)C 6-(4-fluoro-3-methyl-phenyl)-3-methyl-1-(pyrimidin-5-ylmethyl)imidazo[4,5-b]pyridin-2-one